O1CCN(CC1)CCN1N=CC(=C1)NC1=NC=C(C(=N1)N1OCCC1C1=CC=CC=C1)C(F)(F)F N-(1-(2-morpholinoethyl)-1H-pyrazol-4-yl)-4-(3-phenylisoxazolidin-2-yl)-5-(trifluoromethyl)pyrimidin-2-amine